9-(4-chloro-6-(dibenzo[b,d]thiophen-1-yl)-1,3,5-triazin-2-yl)-9H-carbazole ClC1=NC(=NC(=N1)C1=CC=CC=2SC3=C(C21)C=CC=C3)N3C2=CC=CC=C2C=2C=CC=CC32